BrC=1C(=CC(=C(N(CC2=CC=C(C=C2)OC)CC2=CC=C(C=C2)OC)C1)F)C(F)(F)F 5-Bromo-2-fluoro-N,N-bis(4-methoxybenzyl)-4-(trifluoromethyl)aniline